OC=1C=C(NC2=NC=NC3=CC(=C(C=C23)OC)OC)C=CC1 4-[3-hydroxyanilino]-6,7-dimethoxyquinazoline